C1(CC1)C(C1=C(C(=CC=C1)C(C)C)O)O 2-(cyclopropyl-(hydroxy)methyl)-6-isopropylphenol